The molecule is a sphingomyelin 36:3 in which the fatty acyl and sphingoid portions are specified as oleoyl and (4E,14Z)-sphingadienine respectively. It derives from an oleic acid and a sphinga-4E,14Z-dienine. CCCCCCCC/C=C\\CCCCCCCC(=O)N[C@@H](COP(=O)([O-])OCC[N+](C)(C)C)[C@@H](/C=C/CCCCCCCC/C=C\\CCC)O